methyl 2-(7-(1-(tert-butoxycarbonyl) piperidin-4-yl)-1-(cyclopropylmethyl)-1H-indol-2-yl)-4-fluoro-3-methylpyrazolo[1,5-a]pyridine-6-carboxylate C(C)(C)(C)OC(=O)N1CCC(CC1)C=1C=CC=C2C=C(N(C12)CC1CC1)C1=NN2C(C(=CC(=C2)C(=O)OC)F)=C1C